C(CCC(=O)O)(=O)O.N[C@@H](CC1=CNC=N1)C(=O)CC(C)CCC[C@@H](C)[C@H]1CC[C@H]2[C@@H]3CC=C4C[C@@H](O)CC[C@]4(C)[C@H]3CC[C@]12C.N[C@@H](CC1=CNC=N1)C(=O)CC(C)CCC[C@@H](C)[C@H]1CC[C@H]2[C@@H]3CC=C4C[C@@H](O)CC[C@]4(C)[C@H]3CC[C@]12C histidinylcholesterol hemisuccinate